(2S)-N-[(1S)-1-(5-benzyl-1H-imidazol-2-yl)ethyl]-2-[(2-cyclopropylacetyl)amino]-4-[(2S)-2-methyl-1-piperidyl]-4-oxo-butanamide C(C1=CC=CC=C1)C1=CN=C(N1)[C@H](C)NC([C@H](CC(=O)N1[C@H](CCCC1)C)NC(CC1CC1)=O)=O